(S)-4-(4-bromophenyl)-1,2-dimethylpiperazine BrC1=CC=C(C=C1)N1C[C@@H](N(CC1)C)C